(R)-2-((1-(3-(4-acetylpiperazin-1-yl)-2-cyano-7-methylquinoxalin-5-yl)ethyl)amino)benzoic acid C(C)(=O)N1CCN(CC1)C=1C(=NC2=CC(=CC(=C2N1)[C@@H](C)NC1=C(C(=O)O)C=CC=C1)C)C#N